Cl.N1CCC(CC1)NC=1C=NC2=CC=CC=C2C1 N-(piperidin-4-yl)quinolin-3-amine hydrochloride